tert-butyl 5-allyl-3-((tert-butoxycarbonyl) amino)-1H-indole-1-carboxylate C(C=C)C=1C=C2C(=CN(C2=CC1)C(=O)OC(C)(C)C)NC(=O)OC(C)(C)C